CC1=C(C=CC=C1)C1=NN=C(O1)S 5-(2-methylphenyl)-2-mercapto-1,3,4-oxadiazole